C12N(CC(CC1)CC2)CCN 2-(2-azabicyclo[2.2.2]octan-2-yl)ethanamine